CC(C=O)CCC=C(C)C 2,6-dimethyl-heptan-5-enal